(7-octenyl)arginine C(CCCCCC=C)N[C@@H](CCCNC(N)=N)C(=O)O